(R)-4-(2-azidobut-2-yl)-6-chloro-1-(3-(methylsulfonyl)propoxy)-2,7-naphthyridine N(=[N+]=[N-])[C@](C)(CC)C1=CN=C(C2=CN=C(C=C12)Cl)OCCCS(=O)(=O)C